C(C)(C)(C)OC(N(C)CCNC1CC1)=O tert-butyl(2-(cyclopropylamino)ethyl)(methyl)carbamate